CC1=CC=C(C=C1)S(=O)(=O)OCCOC1=C(C=C(C=C1)NC(=O)C1CC1)C=1C(=NOC1C)C 2-[4-(cyclopropanecarbonylamino)-2-(3,5-dimethylisoxazol-4-yl)phenoxy]ethyl 4-methylbenzenesulfonate